COC(=O)C=1C=NN2C1C(=CC(=C2)C=2C=NN(C2)C)O 4-hydroxy-6-(1-methyl-1H-pyrazol-4-yl)pyrazolo[1,5-a]Pyridine-3-carboxylic acid methyl ester